3-methyldiethoxysilyl-N-(1-methylbutylidene)-propylamine C[Si](CCCN=C(CCC)C)(OCC)OCC